3-{2-[(Benzylamino)methyl]-1H-indol-3-yl}-5-hydroxy-2,3-dihydro-1H-isoindol-1-one C(C1=CC=CC=C1)NCC=1NC2=CC=CC=C2C1C1NC(C2=CC=C(C=C12)O)=O